2,3-dibutyl-1,4-dimethoxybutane C(CCC)C(COC)C(COC)CCCC